ClC=1C=CC(=C(C1)NC(=O)C1=C(C2=C(CCC=3C=NNC23)O1)C)C N-(5-chloro-2-methylphenyl)-8-methyl-4,5-dihydro-1H-furo[2,3-g]indazole-7-carboxamide